2'-(3,5-difluorophenyl)-6,7-difluoro-5'-hydroxyspiro[indoline-3,1'-isoindoline]-2,3'-dione FC=1C=C(C=C(C1)F)N1C2(C3=CC=C(C=C3C1=O)O)C(NC1=C(C(=CC=C12)F)F)=O